NC1CCCCC2=C1C=NC(=C2)C(C)=O 1-(9-amino-6,7,8,9-tetrahydro-5H-cyclohepta[c]pyridin-3-yl)ethan-1-one